3-oxo-hexanoate O=C(CC(=O)[O-])CCC